FC(OC1=CC=C(C=C1)C1CCN(CC1)C=O)(F)F (4-(4-(trifluoromethoxy)phenyl)piperidin-1-yl)methanone